2-(2,6-dioxopiperidin-3-yl)-4-[4-(9-[[4-(7-hydroxy-2-methyl-1-oxoisoquinolin-4-yl)-2,6-dimethoxyphenyl]methyl]-1-oxa-4,9-diazaspiro[5.5]undecan-4-yl)-4-oxobutoxy]isoindole-1,3-dione O=C1NC(CCC1N1C(C2=CC=CC(=C2C1=O)OCCCC(=O)N1CCOC2(C1)CCN(CC2)CC2=C(C=C(C=C2OC)C2=CN(C(C1=CC(=CC=C21)O)=O)C)OC)=O)=O